butyl 3-[1-(tert-butoxycarbonyl)piperidin-3-yl]indole-1-carboxylate C(C)(C)(C)OC(=O)N1CC(CCC1)C1=CN(C2=CC=CC=C12)C(=O)OCCCC